C(C)(C)C=1C=C(OCC2=NNC(O2)=S)C=CC1 5-[(3-Isopropylphenoxy)methyl]-1,3,4-oxadiazole-2(3H)-thione